(S)-2-amino-N-(2-((2-amino-2-oxoethyl)amino)-2-oxoethyl)-3-phenylpropionamide N[C@H](C(=O)NCC(=O)NCC(=O)N)CC1=CC=CC=C1